C(#N)C1=C(C(=NC2=C(C=CC=C12)C=1C=NC(=CC1)OC(F)(F)F)C(CCC(=O)O)=O)O 4-{4-cyano-3-hydroxy-8-[6-(trifluoromethoxy)pyridin-3-yl]quinolin-2-yl}-4-oxobutanoic acid